(tert-butyl 5-(ethyl (2-(((2'-((trifluoromethoxy) methyl)-4'-(trifluoromethyl)-[1,1'-biphenyl]-4-yl) methyl) amino) ethyl) amino) pentyl) carbamate C(N)(OCCCCC(N(CCNCC1=CC=C(C=C1)C1=C(C=C(C=C1)C(F)(F)F)COC(F)(F)F)CC)C(C)(C)C)=O